N-(5-(6-(4-(tert-butyl)-2-(pyrimidin-2-yl)phenyl)-1-oxo-3,4-dihydroisoquinolin-2(1H)-yl)-2-hydroxyphenyl)methanesulfonamide C(C)(C)(C)C1=CC(=C(C=C1)C=1C=C2CCN(C(C2=CC1)=O)C=1C=CC(=C(C1)NS(=O)(=O)C)O)C1=NC=CC=N1